CC1(OCC2(C1)CCN(CC2)C2=C(C=CC=C2F)C(C)=O)C 1-(2-{3,3-dimethyl-2-oxa-8-azaspiro[4.5]decan-8-yl}-3-fluorophenyl)ethan-1-one